C(C)(C)C1=CC=CC=C1.[Li] lithium isopropylbenzene